C(C)N(C1=NC=2N(C3=CC(=CC=C13)C=O)C=NN2)C2=CC=CC=C2 5-(ethyl-(phenyl)amino)-[1,2,4]triazolo[4,3-a]quinazoline-8-carbaldehyde